N1(CCCCC1)CC=1C=C(C=CC1)O 3-(1-piperidylmethyl)phenol